Trans-3-([1-carboxyvinyl]oxy)-4-hydroxy-1,5-cyclohexadiene-1-carboxylic acid C(=O)(O)C(=C)O[C@@H]1C=C(C=C[C@H]1O)C(=O)O